N=1N(N=C2C1C=CC=C2)C=2C=C(C=CC2O)CCOC(CC[C@@H](C(=O)O)NC(C(=C)C)=O)=O (S)-5-(3-(2H-benzo[d][1,2,3]triazol-2-yl)-4-hydroxyphenylethoxy)-2-methacrylamido-5-oxopentanoic acid